C(C)OC1=CSC(=C1)C1=NC=NC(=C1)NCCC=1C=C2C=CNC2=CC1 3-Ethoxy-5-{6-[2-(1H-indol-5-yl)-ethylamino]-pyrimidin-4-yl}-thiophene